C1(CC1)C=1C=C(C=2N(C1)C=C(N2)CNC2=CC=C1C(=CC(=NC1=C2)[C@@H]2[C@H](C2)C2=NC=CC(=N2)C)OCCO)N2C(N(C(C2)=O)C)=O |o1:24,25| (6-cyclopropyl-2-(((4-(2-hydroxyethoxy)-2-((1S*,2S*)-2-(4-methylpyrimidin-2-yl)cyclopropyl)quinolin-7-yl)amino)methyl)imidazo[1,2-a]pyridin-8-yl)-3-methylimidazolidine-2,4-dione